4-(5-methoxybenzo[d]oxazol-2-yl)-6,7-dihydro-1H-imidazo[4,5-c]pyridin COC=1C=CC2=C(N=C(O2)C2=NCCC3=C2N=CN3)C1